CC1(CC=C(CC1)\C=C\C1=CCC(CC1)(C)C)C (E)-1,2-bis(4,4-dimethylcyclohex-1-en-1-yl)ethene